6-bromo-1-(2-trimethylsilylethoxy)methyl-1H-pyrazolo[4,3-b]pyridine BrC=1C=C2C(=NC1)C=NN2COCC[Si](C)(C)C